ClC=1C(C(C1Cl)=O)=O 3,4-Dichlorocyclobut-3-ene-1,2-dione